2-(2-Chlorophenyl)-4-(naphthalen-2-yl)-5-phenyl-1H-imidazol-1-yl benzoate C(C1=CC=CC=C1)(=O)ON1C(=NC(=C1C1=CC=CC=C1)C1=CC2=CC=CC=C2C=C1)C1=C(C=CC=C1)Cl